(R)-8-chloro-1-methyl-2,3,4,5-tetrahydro-1H-benzo[d]azepine Hydrochloride Cl.ClC=1C=CC2=C([C@H](CNCC2)C)C1